6-chloro-3-iodo-1-p-toluenesulfonyl-1H-indole ClC1=CC=C2C(=CN(C2=C1)S(=O)(=O)C1=CC=C(C)C=C1)I